4-[[(2R,3S,4S,5S)-3-(3,4-difluoro-2-methoxy-phenyl)-4,5-dimethyl-5-(trifluoromethyl)tetrahydrofuran-2-carbonyl]amino]pyridine-2-carboxamide FC=1C(=C(C=CC1F)[C@H]1[C@@H](O[C@@]([C@H]1C)(C(F)(F)F)C)C(=O)NC1=CC(=NC=C1)C(=O)N)OC